N-(4,4-Dimethyl-pentyl)-2-(ethyl-methyl-amino)-4-methyl-6-[(3R)-3-methyl-morpholin-4-yl]-pyridine-3-carboxylic acid amide CC(CCCNC(=O)C=1C(=NC(=CC1C)N1[C@@H](COCC1)C)N(C)CC)(C)C